(S)-2-(4-chlorophenyl)-3-(4,4-dimethylcyclohexylamino)-1-(4-((5R,7R)-7-hydroxy-5-methyl-6,7-dihydro-5H-cyclopenta[d]pyrimidin-4-yl)piperazin-1-yl)propan-1-one ClC1=CC=C(C=C1)[C@H](C(=O)N1CCN(CC1)C=1C2=C(N=CN1)[C@@H](C[C@H]2C)O)CNC2CCC(CC2)(C)C